C[N+](CC=C)(CC=C)C.C[NH+](C)C trimethylammonium, dimethyl-diallylammonium salt